3-(2-(4-methoxybenzoyl)-1,2,3,4-tetrahydroisoquinolin-5-yl)-3-(3,4-dimethoxyphenyl)propionic acid COC1=CC=C(C(=O)N2CC3=CC=CC(=C3CC2)C(CC(=O)O)C2=CC(=C(C=C2)OC)OC)C=C1